(S)-5-((5-(2-methoxy-6-(morpholin-2-ylmethoxy)-4-(trifluoromethyl)phenyl)-1H-pyrazol-3-yl)amino)pyrazine-2-carbonitrile COC1=C(C(=CC(=C1)C(F)(F)F)OC[C@@H]1CNCCO1)C1=CC(=NN1)NC=1N=CC(=NC1)C#N